CN(C1CCNCC1)CC1CCN(CC1)C1=CC=C(C=N1)C1C(NC(CC1)=O)=O 3-(6-(4-((methyl(piperidin-4-yl)amino)methyl)piperidin-1-yl)pyridin-3-yl)piperidine-2,6-dione